pyrrolidinone fluoride [F-].N1C(CCC1)=O